FC1=CC=C2C(=C(/C(/C2=C1)=C/C1=CC(=CC=C1)OC1=CC=CC=C1)C)CC(=O)O (Z)-2-(6-Fluoro-2-methyl-1-(3-phenoxybenzylidene)-1H-inden-3-yl)acetic acid